FC1=C(NC2=CN=CC(=N2)C(C(=O)OCC)(CCC(=O)OCC2=CC=CC=C2)CC)C=CC(=C1)F O5-benzyl O1-ethyl 2-[6-(2,4-difluoroanilino)pyrazin-2-yl]-2-ethyl-pentanedioate